4-(4-((5-bromo-4-((4-hydroxy-2-(N-methylmethanesulfonamido)phenyl)amino)pyrimidin-2-yl)amino)-2-fluoro-6-(5-Hydroxypentyl)phenyl)piperazine-1-carboxylic acid tert-butyl ester C(C)(C)(C)OC(=O)N1CCN(CC1)C1=C(C=C(C=C1CCCCCO)NC1=NC=C(C(=N1)NC1=C(C=C(C=C1)O)N(S(=O)(=O)C)C)Br)F